t-butyl-p-methoxyphenol C(C)(C)(C)C1=C(C=CC(=C1)OC)O